2-(1H-imidazol-1-yl)-N-(2-(2-methoxyethyl)-1,2,3,4-tetrahydroisoquinolin-7-yl)-5H-pyrrolo[3,2-d]pyrimidine-4-carboxamide N1(C=NC=C1)C=1N=C(C2=C(N1)C=CN2)C(=O)NC2=CC=C1CCN(CC1=C2)CCOC